ClC1=CC=C(C=C1)C(C(C(=O)OC)C1=CC=CC=C1)C[N+](=O)[O-] methyl 3-(4-chlorophenyl)-4-nitro-2-phenylbutyrate